OCC(C=1C(=C2COC(C2=CC1)=O)C)N1CC2=C(N=C(N=C2)N2C=CC=3C2=NC=C(C3)C#N)CC1 1-(6-(2-hydroxy-1-(4-methyl-1-oxo-1,3-dihydroisobenzofuran-5-yl)ethyl)-5,6,7,8-tetrahydropyrido[4,3-d]pyrimidin-2-yl)-1H-pyrrolo[2,3-b]pyridine-5-carbonitrile